BrC1=CN=C(S1)C1=CC=C(C=C1)N1CCCC1 5-bromo-2-(4-(pyrrolidin-1-yl)phenyl)thiazole